(2Z,3E)-3-(hydroxyimino)-2'-oxo-[2,3'-biindolinylidene]-5'-sulfonic acid O\N=C/1\C(\NC2=CC=CC=C12)=C/1\C(NC2=CC=C(C=C12)S(=O)(=O)O)=O